O1CCN(CC1)C=1SC=2C(=NC(=C(C2)[N+](=O)[O-])N2C[C@H](CC2)O)N1 (S)-1-(2-morpholino-6-nitrothiazolo[4,5-b]pyridin-5-yl)pyrrolidin-3-ol